methyl N-[4-[6-[(4-cyano-3-methoxy-phenyl)-methyl-carbamoyl]-8-methyl-imidazo[1,2-a]pyrazin-3-yl]phenyl]carbamate C(#N)C1=C(C=C(C=C1)N(C(=O)C=1N=C(C=2N(C1)C(=CN2)C2=CC=C(C=C2)NC(OC)=O)C)C)OC